C12OCC(C1)(C2)COC2=C(C(=C(C=C2)NC=2C1=C(N=CN2)C=CC(=N1)O[C@@H]1CN(CC1)C(=O)OC(C)(C)C)F)F tert-Butyl (S)-3-((4-((4-((2-oxabicyclo[2.1.1]hexan-4-yl)methoxy)-2,3-difluorophenyl)amino)pyrido[3,2-d]pyrimidin-6-yl)oxy)pyrrolidine-1-carboxylate